4-((2'S,3S,4'R,5'R)-1-(4-carboxybenzyl)-5-chloro-4'-(3-chlorophenyl)-2'-neopentyl-spiro[indoline-3,3'-pyrrolidine]-5'-carboxamido)-3-methoxybenzoic acid C(=O)(O)C1=CC=C(CN2C[C@@]3([C@@H](N[C@H]([C@@H]3C3=CC(=CC=C3)Cl)C(=O)NC3=C(C=C(C(=O)O)C=C3)OC)CC(C)(C)C)C3=CC(=CC=C23)Cl)C=C1